C(#N)C1=CC(=CC=2N=C(OC21)C=2C(=C(C=CC2)C2=C(C(=CC=C2)NC=2N=CC=C1C=C(C=NC21)CNC[C@@H](C)O)C)C)CN2C[C@@](CC2)(C(=O)O)C (R)-1-((7-cyano-2-(3'-(3-(((R)-2-hydroxypropylamino)methyl)-1,7-naphthyridin-8-ylamino)-2,2'-dimethylbiphenyl-3-yl)benzo[d]oxazol-5-yl)methyl)-3-methylpyrrolidine-3-carboxylic acid